C(#N)C1CCC(CC1)NC1=C2C=C(N(C2=CC=C1)CC(F)(F)F)C#CCNC1=C(C=C(C(=O)NC)C=C1)OC 4-[(3-{4-[(4-cyanocyclohexyl)amino]-1-(2,2,2-trifluoroethyl)-1H-indol-2-yl}prop-2-yn-1-yl)amino]-3-methoxy-N-methylbenzamide